CC(C)(C)OC(=O)N1CC[C@@H](C1)O (S)-(+)-N-boc-3-pyrrolidinol